(1R,2S,5S)-3-((R)-2-hydroxybutyryl)-6,6-dimethyl-3-azabicyclo[3.1.0]hexane-2-carboxylic acid methyl ester COC(=O)[C@@H]1[C@H]2C([C@H]2CN1C([C@@H](CC)O)=O)(C)C